(E)-1-((1R,5S,6s)-6-((4-amino-5-(4-(3-fluorophenoxy)phenyl)-7-methyl-7H-pyrrolo[2,3-d]pyrimidin-6-yl)ethynyl)-3-azabicyclo[3.1.0]hexan-3-yl)-4-(3-fluoropyrrolidin-1-yl)but-2-en-1-one NC=1C2=C(N=CN1)N(C(=C2C2=CC=C(C=C2)OC2=CC(=CC=C2)F)C#CC2[C@@H]1CN(C[C@H]21)C(\C=C\CN2CC(CC2)F)=O)C